(isoindolin-2-yl)-3-isopropyl-N-(3-methoxyphenyl)-7-(1H-pyrazol-4-yl)pyrazolo[1,5-a]pyrimidine-2-carboxamide C1N(CC2=CC=CC=C12)C1=NC=2N(C(=C1)C=1C=NNC1)N=C(C2C(C)C)C(=O)NC2=CC(=CC=C2)OC